CN(CCC1=CNC2=CC=CC(=C12)N(C(O)=O)CC(C)C)C.COC1=NC=CC(=C1)CN([C@@H]1CN(CCC1)C=1C=NC=CC1)CC1=CNC2=CC=CC=C2C1=O 3-({[(2-methoxypyridin-4-yl)methyl][(3S)-1-(pyridin-3-yl)piperidin-3-yl]amino}methyl)-1,4-dihydroquinolin-4-one 3-(2-(dimethylamino)ethyl)-1H-indol-4-yl-isobutylcarbamate